(2S,5R)-2-(N-((2-morpholinoethyl) sulfonyl) carbamimidoyl)-7-oxo-1,6-diazabicyclo[3.2.1]octan-6-yl hydrogen sulfate S(=O)(=O)(ON1[C@@H]2CC[C@H](N(C1=O)C2)C(NS(=O)(=O)CCN2CCOCC2)=N)O